COC=1C=C(C=CC1C=O)C1=NC(=NC(=N1)C1=CC(=C(C=C1)C=O)OC)C1=CC(=C(C=C1)C=O)OC 2,4,6-tris-(3-methoxy-4-formylphenyl)-1,3,5-triazine